ClC1=CC(=C(C(=C1)C)C1OC2(OC1)CCC1(NC(C=C1O)=O)CC2)C (4-chloro-2,6-dimethylphenyl)-12-hydroxy-1,4-dioxa-9-azadispiro[4.2.4.2]-tetradec-11-en-10-one